CS(=O)(=O)O[C@@H](COC1=CC=C(C(=O)OCC2=CC=CC=C2)C=C1)CN1N=CN=N1 (R)-benzyl 4-(2-((methylsulfonyl)oxy)-3-(2H-tetrazol-2-yl)propoxy)benzoate